NC1=NC(=C(C=2C1=NN(N2)CCC2=NC=CC=C2)C2=C(N=CO2)C)C=2C=C(C#N)C=CC2 3-(4-amino-7-(4-methyl-oxazol-5-yl)-2-(2-(pyridin-2-yl)ethyl)-2H-[1,2,3]triazolo[4,5-c]pyridin-6-yl)benzonitrile